N1N=NC(=C1)S(=O)(=O)Cl 1,2,3-triazole-4-sulfonyl chloride